NC1=CC=C(C=C1)CC1=C(C=C(N)C=C1)OCCCC 4-((4-aminophenyl)methyl)-3-butoxyaniline